tert-butyl (2R,3S,4S)-2-(2,1,3-benzoxadiazol-5-ylmethyl)-4-[(tert-butyldimethylsilyl)oxy]-3-[(4-nitrophenoxycarbonyl)oxy]pyrrolidine-1-carboxylate N=1ON=C2C1C=CC(=C2)C[C@H]2N(C[C@@H]([C@H]2OC(=O)OC2=CC=C(C=C2)[N+](=O)[O-])O[Si](C)(C)C(C)(C)C)C(=O)OC(C)(C)C